diammonium 5-(7-chloro-8-{[(1R)-1-(5-cyano-2-fluorophenyl)ethyl]amino}-3-fluoro-6-methyl-1,5-naphthyridin-2-yl)pyridin-2-ylphosphonate ClC1=C(N=C2C=C(C(=NC2=C1N[C@H](C)C1=C(C=CC(=C1)C#N)F)C=1C=CC(=NC1)P([O-])([O-])=O)F)C.[NH4+].[NH4+]